(-)-N-[(1H-benzimidazol-2-yl)methyl]-6-cyclopropyl-1-(oxolan-3-yl)-1H-pyrazolo[3,4-b]pyrazin-3-amine N1C(=NC2=C1C=CC=C2)CNC2=NN(C1=NC(=CN=C12)C1CC1)C1COCC1